FC1=NC=CC(=C1)N1[C@@H](CN(CC1)C(=O)OC(C)(C)C)C Tert-butyl (R)-4-(2-fluoropyridin-4-yl)-3-methylpiperazine-1-carboxylate